2-Iodo-1-methyl-4-nitrobenzene IC1=C(C=CC(=C1)[N+](=O)[O-])C